C1(=CC=CC=C1)N(C1=CC=2C(C3=CC=CC=C3C2C=C1)(CC)CC)C1=CC(=CC=C1)OC N-phenyl-N-(3'-methoxyphenyl)-9,9-diethyl-9H-fluorene-2-amine